(1S)-piperidine N1CCCCC1